(1S,2R)-2-((dimethylamino)methyl)cyclopropylamine, hydrochloride Cl.CN(C)C[C@@H]1[C@H](C1)N